8-(2,4-dichlorophenyl)-N,6-dimethylquinazolin-2-amine ClC1=C(C=CC(=C1)Cl)C=1C=C(C=C2C=NC(=NC12)NC)C